ClC1=C(C(=NC=C1)C(=O)O)NC(C)C=1C=C(C=C2C(C=C(OC12)C1=CC2=C(N=C(S2)C)C=C1)=O)C(F)(F)F chloro-3-[1-[2-(2-methyl-1,3-benzothiazol-6-yl)-4-oxo-6-(trifluoromethyl)chromen-8-yl]ethylamino]pyridine-2-carboxylic acid